C1(=CC=CC=C1)NC(N(C1CCCC=2C=CC=NC12)CC1=CC=C(C=C1)CNCC1=NC=CC=C1)=O N'-phenyl-N-[[4-[[(2-pyridinylmethyl)amino]methyl]phenyl]methyl]-N-(5,6,7,8-tetrahydro-8-quinolinyl)-urea